[1,1'-bi(cyclopropan)]-2-amine hydrochloride Cl.C1(C(C1)N)C1CC1